5-(4-trifluoromethylphenyl)tetrazole ((5-((dimethylamino)methyl)-1,3-phenylene)bis(oxy))bis(butane-4,1-diyl)ditetradecanoate CN(C)CC=1C=C(C=C(C1)OCCCCCCCCCCCCCCCCCC(=O)O)OCCCCCCCCCCCCCCCCCC(=O)O.FC(C1=CC=C(C=C1)C1=NN=NN1)(F)F